N1N=CC=C1C=1C=C(C=NC1)C(CC(=O)O)N1N=CC2=CC(=CC=C12)OCCC1=NC=2NCCCC2C=C1 3-(5-(1H-pyrazol-5-yl)pyridin-3-yl)-3-(5-(2-(5,6,7,8-tetrahydro-1,8-naphthyridin-2-yl)ethoxy)-1H-indazol-1-yl)propanoic acid